(R)-N-((R)-1-(4-chlorophenyl)-2,2,2-trifluoroethyl)-N-ethyl-2-methylmorpholine-4-sulfonamide ClC1=CC=C(C=C1)[C@H](C(F)(F)F)N(S(=O)(=O)N1C[C@H](OCC1)C)CC